tert-butyl 8-[3-chloro-6-[8-ethynyl-7-fluoro-3-(methoxymethoxy)-1-naphthyl]-5-fluoro-4-methyl-2,7-naphthyridin-1-yl]-6-fluoro-3,8-diazabicyclo[3.2.1]octane-3-carboxylate ClC=1N=C(C2=CN=C(C(=C2C1C)F)C1=CC(=CC2=CC=C(C(=C12)C#C)F)OCOC)N1C2CN(CC1C(C2)F)C(=O)OC(C)(C)C